ClC=1C=CC(=C(C1)C1=CC(=C(N=N1)OCCN1CCN(CC1)C)NC1=CC(=NC=C1)NC(=O)C1CC1)F N-(4-{[6-(5-chloro-2-fluoro-phenyl)-3-[2-(4-methylpiperazin-1-yl)ethoxy]pyridazin-4-yl]amino}pyridin-2-yl)cyclopropanecarboxamide